tert-butyl ((3S,4R)-1-(2-((benzo[d][1,3]dioxol-5-yl(5-chloro-8-hydroxyquinolin-7-yl)methyl)amino)-2-oxoethyl)-4-fluoropyrrolidin-3-yl)carbamate O1COC2=C1C=CC(=C2)C(C2=CC(=C1C=CC=NC1=C2O)Cl)NC(CN2C[C@@H]([C@@H](C2)F)NC(OC(C)(C)C)=O)=O